(pyridin-4-yl)-N-(1-(trifluoromethyl)cyclobutyl)-1,7-naphthyridin-4-amine N1=CC=C(C=C1)C1=NC2=CN=CC=C2C(=C1)NC1(CCC1)C(F)(F)F